5-Chloro-1H-indole-2-carboxylic acid [(1S)-benzyl-2-((3RS)-hydroxy-piperidin-1-yl)-2-oxo-ethyl]-amide C(C1=CC=CC=C1)[C@@H](C(=O)N1C(CCCC1)O)NC(=O)C=1NC2=CC=C(C=C2C1)Cl